C1=CC2=NNN=C2C(=C1)Cl chlorobenzoTriazole